C(C)(C)(C)OC(=O)N1N=C(C2=C(C=CC=C12)[C@@H]1C[C@@]12C(N(C1=CC=C(C=C21)OC)C(=O)OC(C)(C)C)=O)I ((1R,2S)-1'-(tert-butoxycarbonyl)-5'-methoxy-2'-oxospiro[cyclopropane-1,3'-indoline]-2-yl)-3-iodo-1H-indazole-1-carboxylic acid tert-butyl ester